CC=1C=C(C=C(C1C(C)CC)C)O 3,5-Dimethyl-4-sec-butylphenol